C1(CC1)[C@@H]1CN(CCN1)C1=CC=C(C=2N=CC=NC12)C(=O)NC=1C=C(C=2N(C1)C=C(N2)C)F 8-[(3R)-3-cyclopropylpiperazin-1-yl]-N-{8-fluoro-2-methylimidazo[1,2-a]pyridin-6-yl}quinoxaline-5-carboxamide